1-(6-bromo-3-chloro-2-fluorophenyl)propan-1-one BrC1=CC=C(C(=C1C(CC)=O)F)Cl